FC=1C=C(C=C(C1)F)N1CC(CC1=O)(C(=O)NCC1=CC(=NC=C1)OC(C)C)C 1-(3,5-difluorophenyl)-N-[(2-isopropyloxypyridin-4-yl)methyl]-3-methyl-5-oxopyrrolidine-3-carboxamid